FC=1C=C(C(=NC1OC)C)NC(C1=CC(=NC=C1NC1=C(C=C(C=C1)OC(F)(F)F)C)C(F)(F)F)=O N-(5-fluoro-6-methoxy-2-methylpyridin-3-yl)-5-((2-methyl-4-(tri-fluoromethoxy)-phenyl)amino)-2-(trifluoro-methyl)isonicotinamide